C(C)OC1=CC=C(C2=CC=CC=C12)C1=NC(=NC(=N1)C(Cl)(Cl)Cl)C(Cl)(Cl)Cl 2-(4-ethoxynaphthyl)-4,6-bis(trichloromethyl)-s-triazine